ClC1=C(C(=CC=C1Cl)OCOCC[Si](C)(C)C)C1CN=C(C1)OC 3-(2,3-dichloro-6-((2-(trimethylsilyl)ethoxy)methoxy)phenyl)-5-methoxy-3,4-dihydro-2H-pyrrole